NC(C=1C=C(CNC(OC(C)(C)C)=O)C=CC1)C1=NC(=C(C=C1)C(C)C)F tert-butyl (3-(amino(6-fluoro-5-isopropylpyridin-2-yl)methyl)benzyl)carbamate